[Si](OCC)(OCC)(OCC)[O-] triethyl orthosilicate